BrC=1SC2=C(N1)SC(=C2)Br 2,5-dibromothieno[2,3-d][1,3]thiazole